O1C(C(CC1)=O)=O dihydrofuran-2,3-dione